O=C[C@H](O)[C@@H](O)[C@H](O)CCO 5-deoxyglucose